1-butylcarbamat C(CCC)NC([O-])=O